1-(thiophen-2-yl)cyclopropanal S1C(=CC=C1)C1(CC1)C=O